tetramethyl-N,N'-diethyl-ethylene di-ammonium bromide [Br-].C[N+](CC[N+](CC)(C)C)(CC)C.[Br-]